(S)-2-((5-(3-fluoro-4-(2-oxopyrrolidin-1-yl)phenyl)pyrimidin-2-yl)amino)-6,6a,7,8-tetrahydro-9H-pyrido[2,3-b]pyrrolo[1,2-d][1,4]oxazin-9-one FC=1C=C(C=CC1N1C(CCC1)=O)C=1C=NC(=NC1)NC1=CC2=C(OC[C@H]3N2C(CC3)=O)N=C1